(1aR,5aR)-2-(2,4-Difluorophenyl)-1a,2,5,5a-tetrahydro-1H-2,3-diaza-cyclopropa[a]pentalene-4-carboxylic acid (2-morpholin-4-yl-2-pyridin-3-yl-ethyl)-amide N1(CCOCC1)C(CNC(=O)C=1C=2C[C@@H]3[C@H](C2N(N1)C1=C(C=C(C=C1)F)F)C3)C=3C=NC=CC3